Cl.N1(CCNCC1)C1=CC=C(C2=CC=CC=C12)N1C(NC(CC1)=O)=O 1-(4-(Piperazin-1-yl)naphthalen-1-yl)dihydropyrimidine-2,4(1H,3H)-dione hydrochloride